C1(=C(C=CC=C1)NC(=N)NNC(=N)N)C o-Tolyl-Biguanidin